ClC1=C(C(=CC=C1)F)N1C=2N(C3=C(C1=O)C=NC(=N3)NC3=CC(=C(C=C3)N3CCN(CC3)C)Cl)CCN2 6-(2-chloro-6-fluorophenyl)-2-((3-chloro-4-(4-methylpiperazin-1-yl)phenyl)amino)-8,9-dihydroimidazo[1,2-a]pyrimido[5,4-e]pyrimidin-5(6H)-one